glyceryl-gadoleic acid C(C(O)CO)C(C(=O)O)CCCCCC\C=C/CCCCCCCCCC